C(=O)O.C(C)O[C@H]1C([C@H](C1)N1N=C(C(=C1)NC(=O)C=1N=C(SC1)C=1C=NNC1)C1=NC=CC=C1)F N-(1-((1S,3R)-3-ethoxy-2-fluorocyclobutyl)-3-(pyridin-2-yl)-1H-pyrazol-4-yl)-2-(1H-pyrazol-4-yl)thiazole-4-carboxamide formate